(S)-4-(2-(tert-butoxycarbonylamino)-2-(3-(methylamino)phenyl)acetamido)benzoic acid tert-butyl ester C(C)(C)(C)OC(C1=CC=C(C=C1)NC([C@H](C1=CC(=CC=C1)NC)NC(=O)OC(C)(C)C)=O)=O